N(N)C1=NC=C(C=C1)C(F)(F)F 2-Hydrazineyl-5-(trifluoromethyl)pyridine